ethyl 1-imidazolecarbodithioate N1(C=NC=C1)C(=S)SCC